N-(5-(4-chloro-3-(neopentyloxy)phenyl)-6-(4-(trifluoromethyl)phenyl)pyridin-2-yl)-3-(methylsulfonamido)benzenesulfonamide ClC1=C(C=C(C=C1)C=1C=CC(=NC1C1=CC=C(C=C1)C(F)(F)F)NS(=O)(=O)C1=CC(=CC=C1)NS(=O)(=O)C)OCC(C)(C)C